C12(C(=O)CC(CC1)C2(C)C)CS(=O)(=O)O CAMPHORSULFONIC ACID